COC=1N=C2C(=CC=NC2=CC1OC)OC1=CC(=C(C=N1)NC(=O)C1(CC1)C(=O)NC1=CC=C(C=C1)F)C 1-N'-[6-[(6,7-dimethoxy-1,5-naphthyridin-4-yl)oxy]-4-methylpyridin-3-yl]-1-N-(4-fluorophenyl)cyclopropane-1,1-dicarboxamide